phenyl ethylphenyl carbonate C(OC1=CC=CC=C1)(OC1=C(C=CC=C1)CC)=O